CS(=O)(=O)OCCC1=NN(C2=CC(=C(C=C12)OC)F)COCC[Si](C)(C)C 2-(6-fluoro-5-methoxy-1-((2-(trimethylsilyl)ethoxy)methyl)-1H-indazol-3-yl)ethyl methanesulfonate